1-(8'-Fluorospiro[cyclopropane-1,4'-isochroman]-1'-yl)-N-methylmethanamine FC=1C=CC=C2C3(COC(C12)CNC)CC3